FC(CN1N=CC(=C1)O)(F)F 1-(2,2,2-trifluoroethyl)pyrazol-4-ol